tert-Butyl-(S,E)-(3-(2-(2-(N-((1,2,3,5,6,7-hexahydro-s-indacen-4-yl)carbamoyl)sulfamoyl)vinyl)pyrrolidin-1-yl)propyl)(methyl)carbamat C(C)(C)(C)OC(N(C)CCCN1[C@@H](CCC1)\C=C\S(NC(NC1=C2CCCC2=CC=2CCCC12)=O)(=O)=O)=O